NC=1C(=NC(=CC1)Br)C#CCN(C(OC(C)(C)C)=O)C tert-butyl (3-(3-amino-6-bromopyridin-2-yl)prop-2-yn-1-yl)(methyl)carbamate